8-[5-methyl-3-(3-methylphenyl)-1,2-oxazole-4-carbonyl]-2-[4-(trifluoromethyl)pyridin-2-yl]-2,8-diazaspiro[4.5]decan-1-one CC1=C(C(=NO1)C1=CC(=CC=C1)C)C(=O)N1CCC2(CCN(C2=O)C2=NC=CC(=C2)C(F)(F)F)CC1